C(C(C)O)O 1,2-Propylen glycol